3-carbonyl-4-(2,4,5-Trifluorophenyl)-butyric acid isobutyl ester C(C(C)C)OC(CC(CC1=C(C=C(C(=C1)F)F)F)=C=O)=O